CC=1C=CC2=CC=3C(C=4C=5C(=C(C(=NC5CC4C=4C3C=3C=CC=CC3C4)C4=NN=NC(=C4C4=C(C=CC=C4)C4=CC=CC=C4)C4=C(C=CC=C4)C4=CC=CC=C4)C)C)=C2C1C tetramethyl[di(biphenylyl)triazinyl]azadiindenofluorene